C(C)(C)(C)OC(N[C@@H]1C[C@@H](C1)N1C=NC=2C1=C1C(=NC2)NC=C1)=O (cis-3-(imidazo[4,5-d]pyrrolo[2,3-b]pyridin-1(6H)-yl)cyclobutyl)carbamic acid tert-butyl ester